(1R,3S)-3-(3-{[(2-meth-oxypyridin-4-yl)acetyl]-amino}-1H-pyrazol-5-yl)cyclopentyl (2,2,2-trifluoroethyl)carbamate FC(CNC(O[C@H]1C[C@H](CC1)C1=CC(=NN1)NC(CC1=CC(=NC=C1)OC)=O)=O)(F)F